C(C)(C)(C)N1C[C@H]([C@@H](CC1)C1=CC=C(C=C1)Br)F tert-Butyl-(3S,4S)-4-(4-bromophenyl)-3-fluoro-piperidine